ClC=1C=C(C=C(C1C)OCCN1CCOCC1)NC(OC1=CC=CC=C1)=O phenyl (3-chloro-4-methyl-5-(2-morpholinoethoxy)phenyl)carbamate